N-(4-(2-(diethylamino)ethoxy)-3-(3,5-dimethylisoxazol-4-yl)phenyl)cyclopropanecarboxamide C(C)N(CCOC1=C(C=C(C=C1)NC(=O)C1CC1)C=1C(=NOC1C)C)CC